1,1'-(((2,2'-dimethyl-[1,1'-biphenyl]-3,3'-diyl)bis(oxy))bis(propane-3,1-diyl))bis(N,N-dimethylazetidin-3-amine) CC1=C(C=CC=C1OCCCN1CC(C1)N(C)C)C1=C(C(=CC=C1)OCCCN1CC(C1)N(C)C)C